C12(CC3CC(CC(C1)C3)C2)CCN2CCN(CC2)CCCSC2=CC=C3C(N(C(=NC3=C2)C)C2C(NC(CC2)=O)=O)=O 3-(7-((3-(4-(2-((3r,5r,7r)-adamantan-1-yl)ethyl)piperazin-1-yl)propyl)thio)-2-methyl-4-oxoquinazolin-3(4H)-yl)piperidine-2,6-dione